3-[(3-chloro-2-methoxyphenyl)amino]-2-(6-methoxy-1,5-naphthyridin-4-yl)-7-(methoxymethyl)-1H,5H,6H,7H-pyrrolo[3,2-c]pyridin-4-one ClC=1C(=C(C=CC1)NC1=C(NC2=C1C(NCC2COC)=O)C2=CC=NC1=CC=C(N=C21)OC)OC